CN(C)CC1=C(C=C(C=C1)SSC1=CC(=C(C=C1)CN(C)C)OC)OC 1-[4-[[4-[(dimethylamino)methyl]-3-methoxy-phenyl]disulfanyl]-2-methoxy-phenyl]-N,N-dimethyl-methanamine